FC1(C(O)O[C@@H]([C@H]1O)CO)F 2-deoxy-2,2-difluoro-D-ribofuranose